ClC1=C(C=CC2=C1C(=NCC(N2C([3H])([3H])[3H])=O)C2=C(C=CC(=C2)O)F)Cl 6,7-Dichloro-5-(2-fluoro-5-hydroxy-phenyl)-1-([3H3]methyl)-3H-1,4-benzodiazepin-2-one